CN1N=C2C(=CC(=CC2=C1)C=1C=C2N=CC(=NC2=CC1)O)C(F)(F)F 6-(2-methyl-7-(trifluoromethyl)-2H-indazol-5-yl)quinoxalin-2-ol